C(=C)C=1N(C(N(C1)[Si](C)(C)C)=S)[Si](C)(C)C 4-vinyl-1,3-bis(trimethylsilyl)-imidazole-2-thione